N,N-dimethylformohydrazonamide CN(C=NN)C